C(C1=CC=CC=C1)N1CCN(CCCN(CC1)CC=1C(=C(C=C(C1)C)NC(C(CO)CO)=O)O)CC=1C(=C(C=C(C1)C)NC(C(CO)CO)=O)O N,N'-{(4-benzyl-1,4,7-triazecane-1,7-diyl)bis[methylene(2-hydroxy-5-methyl-3,1-phenylene)]}bis[3-hydroxy-2-(hydroxymethyl)propanamide]